C/C(/CC(=O)O)=C\CC (E)-3-methyl-3-hexenoic acid